2-(3-((tetrahydro-2H-pyran-2-yl)oxy)propyl)pyrimidine O1C(CCCC1)OCCCC1=NC=CC=N1